C(C)(C)(C)OC(NCC=CF)=O 3-fluoroallyl-carbamic acid tert-butyl ester